C(C)(C)N1C(C(OC2(C1)CCN(CC2)C(=O)OC(C)(C)C)(C)C)=O tert-butyl 4-isopropyl-2,2-dimethyl-3-oxo-1-oxa-4,9-diazaspiro[5.5]undecane-9-carboxylate